1-(4-chlorophenyl)-2-(1H-1,2,4-triazol-1-yl)cycloheptyl alcohol ClC1=CC=C(C=C1)C1(C(CCCCC1)N1N=CN=C1)O